OP(O)OP(O)O.C(CCCCCCC(C)C)C1=C(C(=C(C(=C1O)CCCCCCCC(C)C)CCCCCCCC(C)C)C(C)(C)C1=CC=C(C=C1)O)CCCCCCCC(C)C tetraisodecyl-bisphenol A diphosphite